1-propyl-2-methylpyrrolidinium cyanide [C-]#N.C(CC)[NH+]1C(CCC1)C